(R)-8-(3,5-bis(trifluoromethyl)phenyl)-3-(2-chloro-4-fluorobenzyl)-6-((2-imino-3-methyl-2,3-dihydro-1H-imidazol-1-yl)methyl)chroman-4-one FC(C=1C=C(C=C(C1)C(F)(F)F)C=1C=C(C=C2C([C@@H](COC12)CC1=C(C=C(C=C1)F)Cl)=O)CN1C(N(C=C1)C)=N)(F)F